5-((2-(1-((1-(2-(2,6-dioxopiperidin-3-yl)-1,3-dioxoisoindolin-5-yl)pyrrolidine-3-yl)methyl)piperidin-4-yl)pyrimidin-5-yl)amino)-3-(piperidin-1-yl)-1,2,4-triazine-6-carboxamide O=C1NC(CCC1N1C(C2=CC=C(C=C2C1=O)N1CC(CC1)CN1CCC(CC1)C1=NC=C(C=N1)NC=1N=C(N=NC1C(=O)N)N1CCCCC1)=O)=O